8-(4-Bromo-2-chlorophenyl)-6-chloro-9-(5-chloro-2-methoxybenzyl)-9H-purine BrC1=CC(=C(C=C1)C=1N(C2=NC=NC(=C2N1)Cl)CC1=C(C=CC(=C1)Cl)OC)Cl